NC1=C(C=C(C=N1)C=1C=C2N(N1)CC[C@]21CN(CC1)C(=O)NCC)SCC1=CC=CC=C1 |r| (rac)-2'-[6-amino-5-(benzylsulfanyl)pyridin-3-yl]-N-ethyl-5',6'-dihydrospiro[pyrrolidine-3,4'-pyrrolo[1,2-b]pyrazole]-1-carboxamide